rac-(2S,3R,4R)-1-acetyl-2,3-dimethyl-4-((6-methylpyridin-2-yl)amino)-N-(piperidin-4-yl)-1,2,3,4-tetrahydroquinoline-6-carboxamide C(C)(=O)N1[C@H]([C@@H]([C@H](C2=CC(=CC=C12)C(=O)NC1CCNCC1)NC1=NC(=CC=C1)C)C)C |r|